FC1=C2C(=CN(C2=CC(=C1)F)C=1C=NC(=CC1)C=1C=NN(C1)C)S(=O)(=O)CC(CC1=NOC(=C1)C)=O 1-[4,6-difluoro-1-[6-(1-methylpyrazol-4-yl)pyridin-3-yl]indol-3-yl]sulfonyl-3-(5-methyl-1,2-oxazol-3-yl)propan-2-one